BrC1=CC(=C(C=C1)Cl)\C=C(/C)\[N+](=O)[O-] (E)-4-bromo-1-chloro-2-(2-nitroprop-1-en-1-yl)benzene